CC1([C@@H]2CCC([C@@H]([C@]2(CCC1)C)CC/C(=C/C=O)/C)=C)C (E)-5-[(1S,4aS,8aS)-5,5,8a-trimethyl-2-methylene-decalin-1-yl]-3-methyl-pent-2-enal